4,8,15,22,25-pentaoxo-6-(2-oxo-2-{[2-({α-D-mannopyranosyl-(1→3)-[α-D-mannopyranosyl-(1→6)]-α-D-mannopyranosyl}oxy)ethyl]amino}ethyl)-3,6,9,16,23,26-hexaazadotriacontan-32-oate O=C(NCC)CN(CC(NCCCCCC(NCCCCCC(NCC(NCCCCCC(=O)[O-])=O)=O)=O)=O)CC(NCCO[C@@H]1[C@@H](O)[C@@H](O[C@@H]2[C@@H](O)[C@@H](O)[C@H](O)[C@H](O2)CO)[C@H](O)[C@H](O1)CO[C@@H]1[C@@H](O)[C@@H](O)[C@H](O)[C@H](O1)CO)=O